C[C@@H]1CN(CCC1)CC=1C=C(C=2CNC(C2C1)=O)C=O 6-{[(3S)-3-methylpiperidin-1-yl]methyl}-1-oxo-2,3-dihydroisoindole-4-carbaldehyde